C(C)OC(=O)C1C2C3C4C=CC(C3(C(C1)C2)C2=CC=CC=C2)C4 8-ethoxycarbonylphenyl-tetracyclo[4.4.0.12,5.17,10]-3-dodecene